phosphoethylene glycol P(=O)(=O)C(CO)O